4-chloro-2-((4-chloro-phenylimino)methyl)-6-hydroxyphenyl isobutyrate C(C(C)C)(=O)OC1=C(C=C(C=C1O)Cl)C=NC1=CC=C(C=C1)Cl